2,6-Difluoro-3-(1-methyl-6-(2-methyl-2-phenylmorpholino)-1H-pyrazolo[3,4-d]pyrimidin-3-yl)-5-(trifluoromethyl)phenol FC1=C(C(=C(C=C1C1=NN(C2=NC(=NC=C21)N2CC(OCC2)(C2=CC=CC=C2)C)C)C(F)(F)F)F)O